C(C)(C)(C)OC(=O)C1(CC1)CCCCCO.ClC1=NC(=NC(=C1C(OC)OC)NNC1=C(C=CC=C1OC)F)SC 4-Chloro-5-(dimethoxymethyl)-6-(2-(2-fluoro-6-methoxyphenyl)hydrazinyl)-2-(methylthio)pyrimidine tert-butyl-1-(5-hydroxypentyl)cyclopropane-1-carboxylate